C(C)(C)(C)OC(=O)N(CC(F)F)CC1=C(C=CC(=N1)NC=1C=CC(=C2CN(C(C12)=O)C(=O)OC(C)(C)C)Cl)C1COCC1 tert-butyl 7-((6-(((tert-butoxycarbonyl) (2,2-difluoroethyl) amino) methyl)-5-(tetrahydrofuran-3-yl) pyridin-2-yl) amino)-4-chloro-1-oxoisoindoline-2-carboxylate